N1(C=NC=C1)[BH-](N1C=NC=C1)N1C=NC=C1.[K+].BrC=1N(C=C(C1Br)Br)C1(CC1)C 2,3,4-tribromo-1-(1-methylcyclopropyl)pyrrole potassium tris(1H-imidazolyl)borohydride